methyl 2-((1-(2-(5-methoxyisoindolin-2-yl)-3,6-dimethyl-4-oxo-3,4-dihydroquinazolin-8-yl)ethyl)amino)benzoate COC=1C=C2CN(CC2=CC1)C1=NC2=C(C=C(C=C2C(N1C)=O)C)C(C)NC1=C(C(=O)OC)C=CC=C1